5-fluoro-2,3-dihydrospiro[benzo[d]pyrrolo[1,2-a]imidazole-1,1'-cyclopropan]-7-yl-N-(5-((hexahydropyrazino[2,1-c][1,4]oxazin-8(1H)-yl)methyl)pyridin-2-yl)pyrimidin-2-amine FC1=CC(=CC2=C1N=C1N2C2(CC2)CC1)C1=NC(=NC=C1)NC1=NC=C(C=C1)CN1CC2COCCN2CC1